FC(C1=NC(=NC(=C1)C1=CN(C(C=C1)=O)CC1=CC(=C(C=C1)OC)OC)S(=O)CCCC(=O)NCCCCCC)F 4-((4-(difluoromethyl)-6-(1-(3,4-dimethoxybenzyl)-6-oxo-1,6-dihydropyridin-3-yl)pyrimidin-2-yl)sulfinyl)-N-hexyl-butanamide